ClC1=CC(=C(O[C@H]2C[C@H](N(CC2)C=2C(=NC=CC2)[N+](=O)[O-])CC)C=C1)C(F)(F)F |r| 3-(rac-(2R,4R)-4-(4-chloro-2-(trifluoromethyl)phenoxy)-2-ethylpiperidin-1-yl)-2-nitropyridine